CC(=O)OC1=CC=CC=C1C(=O)OC2=C(C=C(C=C2)F)C3=NC4=CC=CC=C4S3 The molecule is a benzoate ester resulting from the formal condensation of the carboxy group of acetylsalicylic acid with the phenolic hydroxy group of 2-(1,3-benzothiazol-2-yl)-4-fluorophenol. The latter is a fluorophore which is to the aspirin moiety via an H2O2-responsive bond. It can be used as probe for imaging H2O2 (overproduction of H2O2 causes oxidative stress and is characteristic of vascular diseases). In contrast to arylboronat-based probes, it shows high specificity for H2O2 over peroxynitrite (which is much more reactive than H2O2, but exists at much lower abundance). It has a role as a pharmaceutical. It is a benzoate ester, a member of benzothiazoles, a member of monofluorobenzenes and a member of salicylates. It derives from an acetylsalicylic acid and a 2-(1,3-benzothiazol-2-yl)-4-fluorophenol.